C(C)C(CC1(CCCCC1)CCCCCCC(C)C)CCCC (2-Ethylhexyl)-isononylcyclohexan